NC1=C(C=C(N=N1)C1=C(C=CC=C1)O)N1CC2CCC(C1)N2C2=CC(=CC=C2)OC2CCNCC2 2-(6-Amino-5-(8-(3-(piperidin-4-yloxy)phenyl)-3,8-diazabicyclo[3.2.1]octan-3-yl)pyridazin-3-yl)phenol